CNC(OCCN1C(C2=CC(=CC=C2C2(CCNCC2)C1=O)OC(N)=O)C1CCC(CC1)C(C)C)=O 2-(7-(carbamoyloxy)-1-((1s,4s)-4-isopropylcyclohexyl)-3-oxo-1H-spiro[isoquinoline-4,4-piperidin]-2(3H)-yl)ethyl methylcarbamate